C(C)(=O)N1CCC(CC1)N1C2=NC(=NC=C2N(C1=O)C)NC=1C=C2C=CC=NC2=CC1C 9-(1-acetylpiperidin-4-yl)-7-methyl-2-((7-methylquinolin-6-yl)amino)-7,9-dihydro-8H-purin-8-one